CC(CC[C@@H]1C=C(CN1)C=1C(=C(C(=CC1)O)N1CC(NS1(=O)=O)=O)F)(C)C (R)-5-(3-(5-(3,3-dimethylbutyl)-2,5-dihydro-1H-pyrrol-3-yl)-2-fluoro-6-hydroxyphenyl)-1,2,5-thiadiazolidin-3-one 1,1-dioxide